5-[7-(5-Chloro-2-fluorophenyl)-1H,2H,3H-pyrido[3,4-b][1,4]oxazin-1-yl]-1,3-thiazole ClC=1C=CC(=C(C1)C1=CC2=C(OCCN2C2=CN=CS2)C=N1)F